CN1C(N(C=2C1=NC=C(C2)C2=CC(=CC=C2)C(F)(F)F)CC2=NC(=NO2)C)=O 3-methyl-1-[(3-methyl-1,2,4-oxadiazol-5-yl)methyl]-6-[3-(trifluoromethyl)phenyl]imidazo[4,5-b]pyridin-2-one